isopropyl 5-(4-(dimethylamino)phenyl)-7-methyl-3-oxo-2,3-dihydro-5H-thiazolo[3,2-a]pyrimidine-6-carboxylate CN(C1=CC=C(C=C1)C1C(=C(N=C2N1C(CS2)=O)C)C(=O)OC(C)C)C